ClC1=C(CC2=NC3=C(N2[C@@H]2COCC2(C)C)C=C(C=C3F)C(=O)O)C=C(C(=C1)C1=NC(=C(C=C1)F)OCC1=CC=C(C=C1)C#N)C (S)-2-(2-chloro-4-(6-((4-cyanobenzyl)oxy)-5-fluoropyridin-2-yl)-5-methylbenzyl)-1-(4,4-dimethyltetrahydrofuran-3-yl)-4-fluoro-1H-benzo[d]imidazole-6-carboxylic acid